3-(4-{4-[4-(3-fluoro-phenyl)-piperidin-1-ylmethyl]-benzyloxy}-1-oxo-1,3-dihydro-isoindol-2-yl)-piperidine-2,6-dione FC=1C=C(C=CC1)C1CCN(CC1)CC1=CC=C(COC2=C3CN(C(C3=CC=C2)=O)C2C(NC(CC2)=O)=O)C=C1